1-(2-(3,4-dimethylphenyl)-4-methyl-3,5-dioxo-2,3,4,5-tetrahydro-1,2,4-triazine-6-carbonyl)piperidine-3-carboxylic acid ethyl ester C(C)OC(=O)C1CN(CCC1)C(=O)C=1C(N(C(N(N1)C1=CC(=C(C=C1)C)C)=O)C)=O